COC(=O)[C@H]1N(CC2=CC=C(C(=C2C1)OCC1=CC=C(C=C1)OC)OC)C=1OC2=C(N1)C=CC(=C2)C#N (S)-2-(6-Cyanobenzo[d]oxazol-2-yl)-6-methoxy-5-((4-methoxybenzyl)oxy)-1,2,3,4-tetrahydroisoquinoline-3-carboxylic acid methyl ester